NC1=CC=CC(=N1)OC1=CC=C(C=C1)C(C(=O)OC)(C)C methyl 2-(4-((6-aminopyridin-2-yl) oxy) phenyl)-2-methylpropionate